NC=1C2=C(N=CN1)N(C=C2)C2C(C(CO2)(O)C)O 5-(4-amino-7H-pyrrolo[2,3-d]pyrimidin-7-yl)-3-methyltetrahydrofuran-3,4-diol